COC(=O)C=1C=C2C(=C(NC2=CC1)C1=C2C(=NC=C1)NC=C2)CC 3-ethyl-2-(1H-pyrrolo[2,3-b]pyridin-4-yl)-1H-indole-5-carboxylic acid methyl ester